FC1=C(C=CC(=C1F)C#N)C1=C(C(=CC=C1)C=O)OC 2,3-difluoro-3'-formyl-2'-methoxy-[1,1'-biphenyl]-4-carbonitrile